6-(3-chloropyridin-2-yl)-1,3,5-triazine-2,4(1H,3H)-dione ClC=1C(=NC=CC1)C1=NC(NC(N1)=O)=O